C(C)(C)(C)OC(=O)COC1=C(C2=CC=CC=C2C=C1)[S+](C1=CC=CC=C1)C1=CC=CC=C1 (t-butoxycarbonylmethoxy-naphthyl)-diphenylsulfonium